CNC1=NC(=NC=C1C(F)(F)F)NC1=C2C=NN3CCOC(C=C1)=C32 N4-methyl-N2-(9-oxa-1,2-diazatricyclo[6.3.1.04,12]dodeca-2,4,6,8(12)-tetraen-5-yl)-5-(trifluoromethyl)pyrimidine-2,4-diamine